tri(diethylheptyl) phosphate P(=O)(OC(CCCCCC)(CC)CC)(OC(CCCCCC)(CC)CC)OC(CCCCCC)(CC)CC